C(CC)(=O)N1CC(C1)OC=1C=C2C(NC(=NC2=CC1)C=1C=C2C(=CN1)SC=C2)=O 6-(1-propionyl-azetidin-3-yloxy)-2-thieno[2,3-c]pyridin-5-yl-3H-quinazolin-4-one